O1N=C(N=C1)CNC1CC(C1)C1=CC=C(C=C1)C1=CC=C(C=C1)C#C[C@@H](CO)N1C(=NC=C1)[C@H](C)O (S)-4-(4'-(3-(((1,2,4-oxadiazol-3-yl)methyl)amino)cyclobutyl)-[1,1'-biphenyl]-4-yl)-2-(2-((S)-1-hydroxyethyl)-1H-imidazol-1-yl)but-3-yn-1-ol